C(C)(C)(C)C1=NN(C2=NC(=CC=C21)Cl)C(C)C tert-butyl-6-chloro-1-isopropyl-1H-pyrazolo[3,4-b]pyridine